5-(1-cyclopropyl-2-methyl-1H-imidazo[4,5-b]pyridin-6-yl)-4-(3,3-dimethylpyrrolidin-1-yl)-N-(1-methylpyrazol-4-yl)pyrrolo[2,1-f][1,2,4]triazin-2-amine C1(CC1)N1C(=NC2=NC=C(C=C21)C=2C=CN1N=C(N=C(C12)N1CC(CC1)(C)C)NC=1C=NN(C1)C)C